O[C@H]1C[C@@H](O[C@@H]1CO)N1C(NC(C(=C1)C)=O)=O ((2R,4S,5R)-4-hydroxY-5-(hydroxymethyl)tetrahydrofuran-2-yl)-5-methylpyrimidine-2,4(1H,3H)-dione